1-methyl-inosine tert-butyl-3-[4-cyano-6-[8-ethynyl-7-fluoro-3-(methoxymethoxy)-1-naphthyl]-5-fluoro-3-(oxetan-3-yl)-2,7-naphthyridin-1-yl]-3,8-diazabicyclo[3.2.1]octane-8-carboxylate C(C)(C)(C)C12CN(CC(CC1)N2C(=O)OC[C@@H]2[C@H]([C@H]([C@@H](O2)N2C=NC=1C(=O)N(C=NC21)C)O)O)C2=NC(=C(C1=C(C(=NC=C21)C2=CC(=CC1=CC=C(C(=C21)C#C)F)OCOC)F)C#N)C2COC2